4-((2-methoxy-3-(5-(S-methylsulfonimidoyl)-5,6-dihydro-4H-pyrrolo[3,4-d]Oxazol-2-yl)phenyl)amino)-N-(trideuteromethyl)pyridazine-3-carboxamide COC1=C(C=CC=C1C=1OC2=C(N1)CN(C2)S(=O)(=N)C)NC2=C(N=NC=C2)C(=O)NC([2H])([2H])[2H]